C(C)OC(=O)C1=NNC=2CC(CCC12)C1=CC(=CC(=C1)OC)OC 6-(3,5-dimethoxyphenyl)-4,5,6,7-tetrahydro-1H-indazole-3-carboxylic acid ethyl ester